ClC=1C=C(CN2C(C(C3=CC(=CC=C23)NC(C2=CC(=C(C=C2)Cl)Cl)=O)=O)=O)C=CC1Cl N-(1-(3,4-dichlorobenzyl)-2,3-diketoindol-5-yl)-3,4-dichlorobenzamide